perfluoro nonenoxybenzenesulfonate sodium [Na].C(=CCCCCCCC)OC1=C(C=CC=C1)S(=O)(=O)OF